CC1=NC(=C(C(=N1)Cl)Cl)Cl 2-methyl-4,5,6-trichloropyrimidine